7-(3-(6,7-dihydropyrazolo[1,5-a]pyrimidin-4(5H)-yl)-7,8-dihydro-1,6-naphthyridin-6(5H)-yl)-8-methyl-2-(trifluoromethyl)-4H-pyrimido[1,2-b]pyridazin-4-one N1=CC=C2N1CCCN2C=2C=NC=1CCN(CC1C2)C=2C(=CC=1N(N2)C(C=C(N1)C(F)(F)F)=O)C